tert-butyl 3-(3-cyanophenyl)azetidine-1-carboxylate C(#N)C=1C=C(C=CC1)C1CN(C1)C(=O)OC(C)(C)C